COCC(C)OC(N)=O carbamic acid 1-methoxypropan-2-yl ester